5-indolinecarboxamide N1CCC2=CC(=CC=C12)C(=O)N